2-Chloro-5-methyl-N4-[3-(cyclopropanecarboxamido)phenyl]pyrimidin-4-amine ClC1=NC=C(C(=N1)NC1=CC(=CC=C1)NC(=O)C1CC1)C